ClC=1C=C2N=C(C(=NC2=CC1Cl)NCC1=CC(=C(C=C1)F)F)NC=1C=C2C=CNC2=CC1 6,7-dichloro-N2-(3,4-difluorobenzyl)-N3-(1H-indol-5-yl)quinoxalin-2,3-diamine